1,2,3-trifluoro-5-(2-nitrovinyl)benzene FC1=C(C(=CC(=C1)C=C[N+](=O)[O-])F)F